NC1=C2N=CN(C2=NC=N1)C[C@@H](C)OCP(OCCCOCCCCCCCCC1=CC=C(C=C1)C#CC(C)(C)C)(O)=O 3-((8-(4-(3,3-dimethylbut-1-yn-1-yl)phenyl)octyl)oxy)propyl hydrogen ((((R)-1-(6-amino-9H-purin-9-yl)propan-2-yl)oxy)methyl)phosphonate